3-((4-carboxyphenyl)amino)-2-phenylimidazo[1,2-a]pyridine-6-carboxylic acid C(=O)(O)C1=CC=C(C=C1)NC1=C(N=C2N1C=C(C=C2)C(=O)O)C2=CC=CC=C2